C(C1=CC=CC=C1)OC/C=C/C(=O)O (E)-4-(benzyloxy)but-2-enoic acid